benzo[c]chromen-9-one C1=C2C=3C(=COC2=CC=C1)C=CC(C3)=O